zirconium tetra(ethylmalonate) C(C)C(C(=O)[O-])C(=O)[O-].C(C)C(C(=O)[O-])C(=O)[O-].C(C)C(C(=O)[O-])C(=O)[O-].C(C)C(C(=O)[O-])C(=O)[O-].[Zr+4].[Zr+4]